NC1=C(C(=NC=N1)C=1C=NN(C1)C(C(=O)N)C1=CC=CC=C1)C1=CC=C(C=C1)Cl {4-[6-amino-5-(p-chlorophenyl)-4-pyrimidinyl]-1H-pyrazol-1-yl}phenylacetamide